FC=1C=C(C=C(C1)OC(C(F)(F)F)(C)C)C(C)=O 1-(3-Fluoro-5-((1,1,1-Trifluoro-2-Methylpropan-2-Yl)Oxy)Phenyl)Ethan-1-One